4-methyl-aminopyridine CC1=CC(=NC=C1)N